C1(=CC=CC=C1)C(C(=O)[O-])(C(=O)[O-])CCCCC Phenyl-n-pentylmalonate